BrC1=C(C=C2C(=NC(=NC2=C1F)Cl)N1CCN(CC1)C(=O)OC(C)(C)C)I tert-butyl 4-(7-bromo-2-chloro-8-fluoro-6-iodoquinazolin-4-yl)piperazine-1-carboxylate